BrC1=CC=C(C=C1)C=1C(=NC2(N1)CCN(CC2)CCOC)/C=C/C=2OC(=NN2)C=2C=NC1=CC=CC=C1C2 (E)-2-(2-(3-(4-bromophenyl)-8-(2-methoxyethyl)-1,4,8-triazaspiro[4.5]decan-1,3-dien-2-yl)vinyl)-5-(quinolin-3-yl)-1,3,4-oxadiazole